COC=1C(=C2C=CN(C2=C(C1)C)C(=O)OC(C)(C)C)CN1[C@@H](CCCC1)C1=CC(=C(C=C1)C(=O)OC)NC tert-Butyl 5-methoxy-4-(((2S)-2-(4-(methoxycarbonyl)-3-(methylamino)phenyl)piperidin-1-yl)methyl)-7-methylindole-1-carboxylate